FC1=CC(=CC=2N(C(=NC21)C)C2CCN(CC2)C)C2=CNC=1N=C(N=CC12)NC1=CC(=NC=C1)N1CCN(CC1)C 5-(4-fluoro-2-methyl-1-(1-methylpiperidin-4-yl)-1H-benzo[d]imidazol-6-yl)-N-(2-(4-methylpiperazin-1-yl)pyridin-4-yl)-7H-pyrrolo[2,3-d]pyrimidin-2-amine